NC1=CC=NN1C1=NN=C(S1)NC(=O)C1=CC(=C(C(O1)=O)OCCOC)C1=C(C=CC=C1OCCOC)OC N-(5-(5-amino-1H-pyrazol-1-yl)-1,3,4-thiadiazol-2-yl)-4-(2-methoxy-6-(2-methoxyethoxy)phenyl)-3-(2-methoxyethoxy)-2-oxo-2H-pyran-6-carboxamide